4-((1-((2-Cyano-4-methylphenyl)sulfonyl)-3-(hydroxymethyl)azetidin-3-yl)methoxy)-2-fluoro-5-methoxybenzonitrile C(#N)C1=C(C=CC(=C1)C)S(=O)(=O)N1CC(C1)(CO)COC1=CC(=C(C#N)C=C1OC)F